C(=O)O.N1CC(C1)CN1CCC(CC1)CNC(C1=C(C=C(C=C1)NC=1C=2N(C=CN1)C(=CN2)C2=C(C(=C(C=C2)OC(F)F)F)F)CC)=O N-((1-(azetidin-3-ylmethyl)piperidin-4-yl)methyl)-4-((3-(4-(difluoromethoxy)-2,3-difluorophenyl)imidazo[1,2-a]pyrazin-8-yl)amino)-2-ethylbenzamide formate